N=1NC=C2C1CCC2O 4,6-dihydrocyclopenta[c]pyrazol-4-ol